methoxymethyl-1-[(2-methyl-3,4-dihydro-1H-isoquinolin-6-yl)methyl]pyrazole-4-carboxamide COCC1=NN(C=C1C(=O)N)CC=1C=C2CCN(CC2=CC1)C